NC=1N=C(C2=C(N1)C=CN2CC2=C(C=C(C=C2)CN2[C@@H](CN(CC2)C(CCN2C(C=CC2=O)=O)=O)CF)OC)NCCCCC 1-{3-[(3S)-4-[(4-{[2-amino-4-(pentylamino)-5H-pyrrolo[3,2-d]pyrimidin-5-yl]methyl}-3-methoxyphenyl)methyl]-3-(fluoromethyl)piperazin-1-yl]-3-oxopropyl}-1H-pyrrole-2,5-dione